CN1N=C(C(=C1)C=1C=C2CN(C(C2=CC1)=O)C1C(NC(CC1)=O)=O)C1=CC=CC=C1 3-(5-(1-Methyl-3-phenyl-1H-pyrazol-4-yl)-1-oxoisoindolin-2-yl)piperidine-2,6-dione